1-(2-chloro-4-fluorophenyl)-5-(trifluoromethyl)-1H-pyrazole-4-carboxylic acid ClC1=C(C=CC(=C1)F)N1N=CC(=C1C(F)(F)F)C(=O)O